The molecule is the D-enantiomer of methioninium. It has a role as an Escherichia coli metabolite and a Saccharomyces cerevisiae metabolite. It is a conjugate acid of a D-methionine. It is an enantiomer of a L-methioninium. CSCC[C@H](C(=O)O)[NH3+]